ClC1=NC=C(C(=C1)C1=C(C=NC(=C1)C)C(=O)NC=1SC(=NN1)C1C(CC1)(F)F)OC 2'-chloro-N-(5-(2,2-difluorocyclobutyl)-1,3,4-thiadiazol-2-yl)-5'-methoxy-6-methyl-(4,4'-bipyridine)-3-carboxamide